C(CS)(=O)O.C(CS)(=O)O Thioglycolate (Thio glycolate)